C1(=CC=CC=C1)C(=C)OS(=O)(=O)C1CC1 1-phenylvinylcyclopropanesulfonate